(1R,3R,6S)-N-[3-(5-fluoropyrimidin-2-yl)-4-methylphenyl]-2-pyrimidin-2-yl-2-azabicyclo[4.1.0]heptane-3-carboxamide FC=1C=NC(=NC1)C=1C=C(C=CC1C)NC(=O)[C@@H]1N([C@@H]2C[C@@H]2CC1)C1=NC=CC=N1